5-(((3-exo)-8-(2-cyanoethyl)-8-azabicyclo[3.2.1]octan-3-yl)amino)-7-((5-methyl-1H-pyrazol-3-yl)amino)-1,6-naphthyridine-8-carbonitrile C(#N)CCN1C2CC(CC1CC2)NC2=C1C=CC=NC1=C(C(=N2)NC2=NNC(=C2)C)C#N